C(C(O)C)(=O)[O-].[Ca+2].C(C(O)C)(=O)[O-] Calcium lactate